11-phenyl-12-(4-(1,1'-biphenyl-4-yl)-6-phenyl-1,3,5-triazin-2-yl)-11H,12H-indolo[2,3-a]carbazole C1(=CC=CC=C1)N1C2=CC=CC=C2C2=CC=C3C(=C12)N(C=1C=CC=CC13)C1=NC(=NC(=N1)C1=CC=C(C=C1)C1=CC=CC=C1)C1=CC=CC=C1